C(C)OC=1C=CSC1C1=NOC(N1)=O 4-ethoxy-5-(5-oxo-4,5-dihydro-[1,2,4]oxadiazol-3-yl)thiophen